3-[1-[[3,5-bis(trifluoromethyl)benzoyl]amino]ethyl]-N-methyl-pyrazine-2-carboxamide FC(C=1C=C(C(=O)NC(C)C=2C(=NC=CN2)C(=O)NC)C=C(C1)C(F)(F)F)(F)F